COC=1C=CC2=C(C=C(O2)[Si](C)(C)OCC)C1 5-methoxy-2-(ethoxydimethylsilyl)benzofuran